[2H]C(N1CCC(CC1)NC1=C2C=C(N(C2=CC=C1)CC(F)(F)F)I)([2H])[2H] 1-(trideuteriomethyl)-4-piperidyl[2-iodo-1-(2,2,2-trifluoroethyl)-1H-indol-4-yl]amine